(E)-N-{4-[[1-(2-chloropyridin-4-yl)-1H-pyrazol-3-yl]oxy]-2,5-dimethylphenyl}ethylenimine ClC1=NC=CC(=C1)N1N=C(C=C1)OC1=CC(=C(C=C1C)N1CC1)C